CC1=C(C=C(C=C1)NC(C1=CC=C(C=C1)CN1CCN(CC1)C)=O)NC1=NC=CC(=N1)C=1C=[N+](C=CC1)[O-] N-[4-methyl-3-[[4-(1-oxidopyridin-1-ium-3-yl)pyrimidin-2-yl]amino]phenyl]-4-[(4-methylpiperazin-1-yl)methyl]benzamide